OC(CN(CCN(CC(C)O)CC(C)O)CC(C)O)C N,N,N',N'-tetrakis-(2-hydroxypropyl)-1,2-diaminoethane